COC1=CC2=C(N(C=N2)C2=CC(=C(S2)C(=O)N)OC(C)C2=C(C=CC=C2)Cl)C=C1OC 5-[5,6-bis(methyloxy)-1h-benzimidazol-1-yl]-3-{[1-(2-chlorophenyl)ethyl]oxy}-2-thiophenecarboxamide